3,6-Diaza-bicyclo[3.1.1]heptane-3-carboxylic acid tert-butyl ester C(C)(C)(C)OC(=O)N1CC2NC(C1)C2